NC[C@@H](C(=O)OCC=C)NC(=O)OCC1=CC=CC=C1 allyl (S)-3-amino-2-(((benzyloxy)carbonyl) amino)propanoate